7-((7-Methyl-6-azaspiro[3.4]octan-6-yl)sulfonyl)-1,2,3,4-tetrahydroisoquinoline CC1N(CC2(CCC2)C1)S(=O)(=O)C1=CC=C2CCNCC2=C1